2-Tert-butyl-4-[[1-[[1-(2,6-dioxo-3-piperidyl)-3-methyl-2-oxo-benzimidazol-5-yl]methyl] azetidin-3-yl]oxymethyl]piperidine-1-carboxylate C(C)(C)(C)C1N(CCC(C1)COC1CN(C1)CC1=CC2=C(N(C(N2C)=O)C2C(NC(CC2)=O)=O)C=C1)C(=O)[O-]